CC1=NC2=NC=CC=C2C=C1CC 2-methyl-3-ethyl-1,8-naphthyridine